C1CC(CCC1C#N)N.Cl (1s,4s)-4-aminocyclohexanecarbonitrile hydrochloride